COC=1C=C(C=CC1OC)C1=CN=CC(=N1)C1=CC(=CS1)NC(=O)C1CCC1 N-(5-(6-(3,4-dimethoxyphenyl)pyrazin-2-yl)thiophen-3-yl)cyclobutanecarboxamide